C(C)(C)(C)C1=CC(=CC=2N(C(=NC21)NC2=C(C=C(C=C2)Br)F)C[C@H]2OCC2)C(=O)O[C@H]2CN([C@H](C2)C2=C(C=CC(=C2)F)F)S(=O)(=O)C(C)(C)C (3r,5r)-1-(tert-butylsulfonyl)-5-(2,5-difluorophenyl)pyrrolidin-3-ol tert-butyl-(S)-2-((4-bromo-2-fluorophenyl)amino)-1-(oxetan-2-ylmethyl)-1H-benzo[d]imidazole-6-carboxylate